bromo-1-methyl-1H-pyrazole-4-carbaldehyde-d BrC1=NN(C=C1C(=O)[2H])C